(1R,2S)-(-)-Amino-1-cyclopentanecarboxylic acid NC1(CCCC1)C(=O)O